C(#N)C1=CC=C(C2=C1CCO2)C2C(=C(NC1=C(C=NC(=C21)OC2CC2)C)C)C(=O)O 4-(4-cyano-2,3-dihydrobenzofuran-7-yl)-5-cyclopropyloxy-2,8-dimethyl-1,4-dihydro-1,6-naphthyridine-3-carboxylic acid